tert-butyl (2,4-dimethoxybenzyl)(5-vinylpyridazin-3-yl)carbamate COC1=C(CN(C(OC(C)(C)C)=O)C=2N=NC=C(C2)C=C)C=CC(=C1)OC